BrC1=C(C(=C(C(=C1F)I)NC(=O)C1(CC1)C)F)C N-(4-bromo-2,5-difluoro-6-iodo-3-methylphenyl)-1-methyl-cyclopropane-1-carboxamide